C(C)N1N=CC(=C1)C(=O)O.FC(C1=CC=C(C=C1)CN1N=CC(=C1)C(=O)OCC)(F)F ethyl 1-[[4-(trifluoromethyl)phenyl]methyl]pyrazole-4-carboxylate Ethyl-1H-pyrazole-4-carboxylate